C1(=CC=CC=C1)N1N=CC2=C1CCN2C(=O)C2N(CCC2)C#N 2-(1-Phenyl-1,4,5,6-tetrahydropyrrolo[3,2-c]pyrazole-4-carbonyl)pyrrolidine-1-carbonitrile